[N+](=O)([O-])C=1C=C(C=CC1)C(C(=O)NN)C1COC1 2-(3-nitrophenyl)-2-(oxetan-3-yl)acetohydrazide